C(C)(C)(C)O[V](OC(C)(C)C)(OC(C)(C)C)OC(C)(C)C tetrakis(t-butoxy)vanadium (IV)